N-(2-(4-((1S,4S)-2-oxa-5-azabicyclo[2.2.1]heptane-5-yl)piperidine-1-yl)-5-((6-((S)-3-(3-chloro-2-fluorobenzyl)isoxazolidine-2-yl)pyrimidine-4-yl)amino)-4-methoxyphenyl)acrylamide [C@@H]12OC[C@@H](N(C1)C1CCN(CC1)C1=C(C=C(C(=C1)OC)NC1=NC=NC(=C1)N1OCC[C@@H]1CC1=C(C(=CC=C1)Cl)F)NC(C=C)=O)C2